COCNC[Si](C)(C)C 1-methoxy-N-((trimethylsilyl)methyl)methanamine